1λ4,4-thiazine S1=CC=NC=C1